trans-4-(2-amino-3,5-dibromobenzyl-amino)cyclohexanol hydrochloride Cl.NC1=C(CN[C@@H]2CC[C@H](CC2)O)C=C(C=C1Br)Br